C1(=CC=CC=C1)C1=NN=C(O1)S 5-phenyl-2-mercapto-1,3,4-oxadiazole